NC1CC2=CC=C(C=C2C1)S(=O)(=O)N 2-amino-2,3-dihydro-1H-indene-5-sulfonamide